ClC=1C=CN2C(=CC=C(C12)C#N)C=1C=NC=CC1SC1CCC1 1-((3-(1-Chloro-8-cyanoindolizin-5-yl)pyridin-4-yl)thio)cyclobutan